BrC1=NC(=C(C=2N=C(NC(C21)=O)SCC)F)Cl 5-bromo-7-chloro-2-(ethylthio)-8-fluoropyrido[4,3-d]pyrimidin-4(3H)-one